CC1(OCC(C2=CC=CC(=C12)CC(=O)OC(C)(C)C)(C)C)C tert-butyl 2-(1,1,4,4-tetramethylisochroman-8-yl)acetate